N-[4-(2-fluorophenoxy)-6-(2-isopropylphenyl)pyrimidin-2-yl]-4-methoxy-benzenesulfonamide FC1=C(OC2=NC(=NC(=C2)C2=C(C=CC=C2)C(C)C)NS(=O)(=O)C2=CC=C(C=C2)OC)C=CC=C1